C(C)OC(C(C(Br)C1=CC=C(C=C1)C)Br)=O 3-(4-Methylphenyl)-2,3-dibromopropionic acid ethyl ester